5-[1-[5-(2-bromo-1,1,2-trifluoro-ethoxy)-2-methyl-4-(trifluoromethyl)pyrazol-3-yl]pyrazol-4-yl]-2-chloro-N-(1-cyanocyclopropyl)benzamide BrC(C(OC=1C(=C(N(N1)C)N1N=CC(=C1)C=1C=CC(=C(C(=O)NC2(CC2)C#N)C1)Cl)C(F)(F)F)(F)F)F